tert-butyl (S)-(1-(2-chloro-5-(1-(cyclopropylmethyl)-1H-pyrazol-4-yl)pyridin-4-yl)piperidin-3-yl)carbamate ClC1=NC=C(C(=C1)N1C[C@H](CCC1)NC(OC(C)(C)C)=O)C=1C=NN(C1)CC1CC1